C(CCCCCCCC)[Ti] n-nonyltitanium